6-hydroxy-1,3,4,5-tetramethyl-2-naphthoic acid OC=1C(=C2C(=C(C(=C(C2=CC1)C)C(=O)O)C)C)C